(5-(3-chloro-4-cyclopropylphenyl)-7-methyl-2,3-dihydro-1H-inden-1-yl)-3-methylpyrrolidin-3-ol ClC=1C=C(C=CC1C1CC1)C=1C=C2CCC(C2=C(C1)C)N1CC(CC1)(O)C